3-((2-(dimethylamino)ethyl)sulfonyl)-N-((2-(6-((cis)-2,6-dimethylmorpholino)pyridin-2-yl)-1,6-naphthyridin-7-yl)methyl)-4-methylbenzamide CN(CCS(=O)(=O)C=1C=C(C(=O)NCC2=NC=C3C=CC(=NC3=C2)C2=NC(=CC=C2)N2C[C@@H](O[C@@H](C2)C)C)C=CC1C)C